pyrazolo[3,4-b]indole-5-sulfonic acid N1=NC=C2C1=NC1=CC=C(C=C21)S(=O)(=O)O